CC1=NC=C(C=C1CN(C(OC(C)(C)C)=O)S(=O)(=O)C)C tert-butyl ((2,5-dimethylpyridin-3-yl)methyl)(methylsulfonyl)carbamate